NC1=NC=2C=C(C(=CC2C2=C1C=NN2C)C(=O)N([C@@H]2COC1=C2C=CC(=C1)C(F)(F)F)C=1C=NN(C1)C)F (S)-4-amino-7-fluoro-1-methyl-N-(1-methyl-1H-pyrazol-4-yl)-N-(6-(trifluoromethyl)-2,3-dihydrobenzofuran-3-yl)-1H-pyrazolo[4,3-c]quinolin-8-carboxamide